CP1(CCC=C1)=O 1-methyl-2,3-dihydrophosphole 1-oxide